CC=1C=C(C=CC1O)C1(C(NC2=CC=CC=C12)=O)C1=CC(=C(C=C1)O)C 3,3-bis-(3-methyl-4-hydroxyphenyl)-2-oxo-2,3-dihydroindole